C(C)C1=C(C2=C(N=C(S2)C(=O)OCC2=CC=C(C=C2)C2(CC2)N2CCOCC2)C(=C1F)F)Br (4-(1-Morpholinocyclopropyl)phenyl)methanol ethyl-7-bromo-4,5-difluorobenzo[d]thiazole-2-carboxylate